C(#N)[C@H]1N(CCC1)C(CN1C[C@@H](CC1)C1=C(C(=CC=C1)C1=CC=CC=C1)C(=O)N)=O ((S)-1-(2-((S)-2-cyanopyrrolidin-1-yl)-2-oxoethyl)pyrrolidin-3-yl)-[1,1'-biphenyl]-2-carboxamide